silyl-(N-tert-butylamino)(tetramethyl-cyclopentadienyl)titanium dichloride [Cl-].[Cl-].[SiH3][Ti+2](C1(C(=C(C(=C1)C)C)C)C)NC(C)(C)C